ethyl 2-[3-(3,5-dimethyl-isoxazol-4-yl)pyrazolo[1,5-a]pyridin-5-yl]-4-ethoxy-thiazole-5-carboxylate CC1=NOC(=C1C=1C=NN2C1C=C(C=C2)C=2SC(=C(N2)OCC)C(=O)OCC)C